4-Chlorofuro[2,3-d]pyrimidine ClC=1C2=C(N=CN1)OC=C2